[Na+].C(CCCCCCCCCCC)(=O)N(CCC(=O)[O-])C N-lauroyl-N-methyl-beta-alanine sodium salt